C(#N)C=1C=C(C=CC1)N1N=C(C=C1C(=O)N)C(F)(F)F (3-cyanophenyl)-3-(trifluoromethyl)-1H-pyrazole-5-carboxamide